C(C)(C)(C)OC(=O)NC1COCOC1 (2r,5r)-5-[(tert-butoxycarbonyl)amino]-1,3-dioxan